2,4,5-trimethoxyamphetamine COC1=C(CC(N)C)C=C(C(=C1)OC)OC